4-Bromo-5-fluoro-3-methyl-1H-indole-7-carboxylic acid methyl ester COC(=O)C=1C=C(C(=C2C(=CNC12)C)Br)F